4-(chloromethyl)-2-methylsulfanyl-pyrimidine ClCC1=NC(=NC=C1)SC